(S)-1-(6-(4-((2-hydroxyethyl)amino)phenyl)-2-(pyridin-3-yl)pyrimidin-4-yl)pyrrolidin-3-ol OCCNC1=CC=C(C=C1)C1=CC(=NC(=N1)C=1C=NC=CC1)N1C[C@H](CC1)O